((2S,5R)-6-(((3-ethoxy-2,2-dimethyl-3-oxopropoxy)sulfonyl)oxy)-7-oxo-1,6-diazabicyclo[3.2.1]octane-2-carboxamide) methyl-2-methylbutanoate COC(C(CC)C)=O.C(C)OC(C(COS(=O)(=O)ON1[C@@H]2CC[C@H](N(C1=O)C2)C(=O)N)(C)C)=O